ClC=1C(=C(C(=C(C#N)C1)Cl)Cl)C#N trichloro-terephthalonitrile